(2S)-4-phenyl-2-butanamine C1(=CC=CC=C1)CC[C@H](C)N